sodium 2-(2-amino-5-bromophenyl)-2-oxoacetate NC1=C(C=C(C=C1)Br)C(C(=O)[O-])=O.[Na+]